O1CCN(CC1)CCNC(C1=CC(=CC=C1)CNC1=NC=C(C2=C1CCO2)C2=CC=NC=C2)=O N-(2-morpholinoethyl)-3-(((7-(pyridin-4-yl)-2,3-dihydrofuro[3,2-c]pyridin-4-yl)amino)methyl)benzamide